2-Chloro-4-((S)-8-(4-(4-((4-(4-(((R)-2,6-dioxopiperidin-3-yl)amino)phenyl)piperidin-1-yl)methyl)piperidine-1-carbonyl)phenyl)-3-methyl-2,8-diazaspiro[4.5]decan-2-yl)benzonitrile ClC1=C(C#N)C=CC(=C1)N1CC2(C[C@@H]1C)CCN(CC2)C2=CC=C(C=C2)C(=O)N2CCC(CC2)CN2CCC(CC2)C2=CC=C(C=C2)N[C@H]2C(NC(CC2)=O)=O